N-(1-((1R,2S)-2-fluorocyclopropyl)-2-oxo-1,2-dihydropyridin-3-yl)-7-isopropoxy-2-((1S,4R)-1-methyl-2-oxabicyclo[2.2.1]hept-4-yl)imidazo[1,2-a]pyrimidine-6-carboxamide F[C@@H]1[C@@H](C1)N1C(C(=CC=C1)NC(=O)C=1C(=NC=2N(C1)C=C(N2)[C@@]21CO[C@@](CC2)(C1)C)OC(C)C)=O